5-(3,3-difluorocyclobutyl)-5H-imidazo[5,1-a]isoindole FC1(CC(C1)C1N2C(C3=CC=CC=C13)=CN=C2)F